C(C)(C)(C)OC(=O)N1C(CC(CC1)(C(F)(F)F)O)C1=NC(=C(C=C1)NC(=O)OC(C)(C)C)N syn-(rac)-tert-Butyl-2-[6-amino-5-(tert-butoxycarbonylamino)pyridin-2-yl]-4-hydroxy-4-(trifluoromethyl)piperidine-1-carboxylate